Ethyl 2-(3-((2-((2-(4-(trifluoromethoxy)phenyl)-1H-benzo[d]imidazol-1-yl)methyl)benzyl)oxy)phenyl)propanoate FC(OC1=CC=C(C=C1)C1=NC2=C(N1CC1=C(COC=3C=C(C=CC3)C(C(=O)OCC)C)C=CC=C1)C=CC=C2)(F)F